C(C)C=1N=C2N(C=C(C=C2)N2C(CN(CC2)C(=O)OC(C)(C)C)=O)C1N(C)C=1SC=C(N1)C1=CC=C(C=C1)F tert-butyl 4-(2-ethyl-3-((4-(4-fluorophenyl)thiazol-2-yl)(methyl)amino) imidazo[1,2-a]pyridin-6-yl)-3-oxopiperazine-1-carboxylate